O[C@@]1(C(N(CC1)C)=O)C1=CC(=CC=C1)C1=CC(=NN1C)C1=CN(C2=NC=CC=C21)S(=O)(=O)C2=CC=CC=C2 (R)-3-Hydroxy-1-methyl-3-(3-(1-methyl-3-(1-(phenylsulfonyl)-1H-pyrrolo[2,3-b]pyridin-3-yl)-1H-pyrazol-5-yl)phenyl)pyrrolidin-2-one